OC(C)C1=C(C=NC=C1)CCNC(OC(C)(C)C)=O tert-butyl (2-(4-(1-hydroxyethyl)pyridin-3-yl)ethyl)carbamate